ClC1=CC=C(C=C1)C1=NN(CC1C1=CC=CC=C1)C(=NS(=O)(=O)C1=NN(N=C1)C)SC Methyl 3-(4-chlorophenyl)-N-((2-methyl-2H-1,2,3-triazol-4-yl)sulfonyl)-4-phenyl-4,5-dihydro-1H-pyrazole-1-carbimidothioate